3-(4-(3-(pyridin-4-ylmethyl)ureido)naphthalen-1-yl)urea N1=CC=C(C=C1)CNC(NC1=CC=C(C2=CC=CC=C12)NC(N)=O)=O